CN1C(=NC=2C1=NC(=C(N2)NC2=C(C=CC=C2)F)NCCC(F)(F)F)C(F)(F)F 1-Methyl-N5-(2-fluorophenyl)-N6-3,3,3-trifluoropropyl-2-(trifluoromethyl)-imidazo[4,5-b]pyrazine-5,6-diamine